3-(5-((2,4-dimethoxybenzyl)amino)-7-methoxy-[1,2,4]triazolo[1,5-c]quinazolin-2-yl)cyclopentanol COC1=C(CNC2=NC=3C(=CC=CC3C=3N2N=C(N3)C3CC(CC3)O)OC)C=CC(=C1)OC